CC=1N=C2N(N=C(C=C2C(F)(F)F)B(O)O)C1 [2-methyl-8-(trifluoromethyl)imidazo[1,2-b]pyridazin-6-yl]boronic acid